N-(2-chloro-6-methylphenyl)-2-((6-((3-((2,6-dioxopiperidin-3-yl)amino)benzyl)amino)-2-methylpyrimidin-4-yl)amino)thiazole-5-carboxamide ClC1=C(C(=CC=C1)C)NC(=O)C1=CN=C(S1)NC1=NC(=NC(=C1)NCC1=CC(=CC=C1)NC1C(NC(CC1)=O)=O)C